1-[(3,6-dichloro-2-methoxybenzoyl)oxy]pyrrolidine-2,5-dione ClC=1C(=C(C(=O)ON2C(CCC2=O)=O)C(=CC1)Cl)OC